1,3,5-tris(3,5-di-tert-butyl-4-hydroxybenzyl)-1,3,5-triazine-2,4,6(1h,2h,3h)trione C(C)(C)(C)C=1C=C(CN2C(N(C(N(C2=O)CC2=CC(=C(C(=C2)C(C)(C)C)O)C(C)(C)C)=O)CC2=CC(=C(C(=C2)C(C)(C)C)O)C(C)(C)C)=O)C=C(C1O)C(C)(C)C